FC1=C2C=CN(C2=C(C=C1)C)C1C=2C=CN=CC2CCC1 4-fluoro-7-methyl-N-(5,6,7,8-tetrahydroisoquinolin-5-yl)-1H-indole